OCC1CCN(CC1)C(C)=O 4-(hydroxymethyl)piperidin-1-ylethan-1-one